N1C=NC=2C1=C1C(=NC2)NC=C1 1,6-dihydroimidazo[4,5-d]pyrrolo[2,3-b]pyridine